C(C)C=1SC2=C(C1CN1CC(N(CC1)C(=O)OCC1C3=CC=CC=C3C=3C=CC=CC13)C(=O)OCC1=CC=CC=C1)C=CC=C2 1-((9H-fluoren-9-yl)methyl) 2-benzyl 4-((2-ethylbenzothiophen-3-yl)methyl)piperazine-1,2-dicarboxylate